(biphenylyl)(dimethylindenopyridineyl)(phenyldibenzothiophenyl)triazine methyl-(S)-2-(tert-butoxycarbonylamino)-3-(3-(triisopropylsiloxy)phenyl)-propionate COC([C@H](CC1=CC(=CC=C1)O[Si](C(C)C)(C(C)C)C(C)C)NC(=O)OC(C)(C)C)=O.C1(=C(C=CC=C1)C1=C(C(=NN=N1)C1=C(C=CC=2SC3=C(C21)C=CC=C3)C3=CC=CC=C3)C3=NC2=C(C(=C3C)C)C=3C=CC=CC3C2)C2=CC=CC=C2